methyl 3-[3,5-difluoro-4-(4-piperidyloxy)anilino]-5-(methylamino)-6-(3-methylimidazo[4,5-c]pyridin-7-yl)pyrazine-2-carboxylate FC=1C=C(NC=2C(=NC(=C(N2)NC)C=2C3=C(C=NC2)N(C=N3)C)C(=O)OC)C=C(C1OC1CCNCC1)F